CC=1C=C(C=C(C(=O)OCC(C)C)C#N)C=CC1 isobutyl 3-methyl-α-cyanocinnamate